COC=1C=C(SC1)C 4-Methoxy-2-methylthiophene